N1(C=NC=C1)CCOCCNC(O[C@H]1[C@H](NC[C@@H]1O)CC1=CC=C(C=C1)OC)=O (2R,3S,4S)-4-hydroxy-2-[(4-methoxyphenyl) methyl]pyrrolidin-3-yl N-{2-[2-(imidazol-1-yl) ethoxy]ethyl}carbamate